CN(C(=O)C=1C=CC=C2C=NNC12)C N,N-dimethyl-1H-indazole-7-carboxamide